FC(C(=O)[O-])(F)F.ClC=1C=C(C=CC1Cl)C1=NN=C(O1)CN1C(=NC=2N(C(N(C(C12)=O)C)=O)C)N1CCN(CC1)CC1CC[NH2+]CC1 4-((4-(7-((5-(3,4-dichlorophenyl)-1,3,4-oxadiazol-2-yl)methyl)-1,3-dimethyl-2,6-dioxo-2,3,6,7-tetrahydro-1H-purin-8-yl)piperazin-1-yl)methyl)piperidin-1-ium trifluoroacetate